BrCC(=O)C1=CC=C(S1)C1CCN(CC1)C(=O)OC(C)(C)C tert-butyl 4-(5-(2-bromoacetyl)thiophen-2-yl)piperidine-1-carboxylate